C[C@H]1CC[C@H](C[C@]2([C@H]1CCC2)C)C(C)C ambrosane